4,4-Difluoro-1-cyclohexene-1-boronic acid pinacol ester FC1(CC=C(CC1)B1OC(C)(C)C(C)(C)O1)F